4-({4-[4-(acryloyloxy) butoxy] benzoyl} oxy)-3-methylphenyl 4-[4-(acryloyloxy) butoxy]-3-methylbenzoate C(C=C)(=O)OCCCCOC1=C(C=C(C(=O)OC2=CC(=C(C=C2)OC(C2=CC=C(C=C2)OCCCCOC(C=C)=O)=O)C)C=C1)C